N1N=NC2=C1C=CC=C2C2=C(C=CC=C2)O.[Na] sodium benzotriazolyl-phenol